3-[(3-chloro-2-methoxyphenyl)amino]-7-(2-methoxyethyl)-2-(pyrimidin-4-yl)-1H,5H,6H,7H-pyrrolo[3,2-c]pyridin-4-one ClC=1C(=C(C=CC1)NC1=C(NC2=C1C(NCC2CCOC)=O)C2=NC=NC=C2)OC